C(C)(C)(C)OC(=O)N1CCC2(CN(C2)C(=O)[C@@H]2N(CCC2)C(C)=O)CC1 (R)-2-(1-acetylpyrrolidine-2-carbonyl)-2,7-diazaspiro[3.5]nonane-7-carboxylic acid tert-butyl ester